4,4'-[1,4-Phenylenedi(1-methylethylene)]bis(2-methylphenol) C1(=CC=C(C=C1)C(CC1=CC(=C(C=C1)O)C)C)C(CC1=CC(=C(C=C1)O)C)C